C1(=CC(=CC=C1)C[C@@H]1N(CCC[C@@H]1NS(=O)(=O)C)C(=O)OCC1C(C1)(F)F)C1=CC=CC=C1 (2,2-difluorocyclopropyl)methyl cis-2-(biphenyl-3-ylmethyl)-3-((methylsulfonyl) amino)piperidine-1-carboxylate